NC=1C=C(OCC#N)C=CC1 (3-aminophenoxy)-acetonitrile